6'-chloro-5-fluoro-[2,3'-bipyridin]-4'-amine ClC1=CC(=C(C=N1)C1=NC=C(C=C1)F)N